FCC(=O)N Fluoroacetamid